(1S,3R,4S)-N-((S)-1-cyano-2-((S)-2-oxopiperidin-3-yl)ethyl)-2-(2,7-difluoro-9-hydroxy-9H-fluorene-9-carbonyl)-5,5-difluoro-2-azabicyclo[2.2.2]octane-3-carboxamide C(#N)[C@H](C[C@H]1C(NCCC1)=O)NC(=O)[C@@H]1N([C@@H]2CC([C@H]1CC2)(F)F)C(=O)C2(C1=CC(=CC=C1C=1C=CC(=CC21)F)F)O